4-Chloro-7-fluoro-6-(1,2,5,6-tetrahydropyridin-3-yl)-1H-indazole ClC1=C2C=NNC2=C(C(=C1)C=1CNCCC1)F